COC1=CC=CC(=N1)C=1C=C(NN1)C=1C=C2CN(C(C2=CC1)=O)N1C(CCCC1=O)=O 5-[5-(6-methoxypyridin-2-yl)-2H-pyrazol-3-yl]-1-oxo-3H-isoindol-2-ylpiperidine-2,6-dione